ClC=1C(=C(C[C@@H]2N(OCC2)C2=CC(=NC=N2)NC=2C(=CC(=C(C2)NC(C=C)=O)N2CCC(CC2)N2C[C@H](N(CC2)C2CC2)C)OC)C=CC1)C N-(5-((6-((S)-3-(3-chloro-2-methylbenzyl)isoxazolidine-2-yl)pyrimidine-4-yl)amino)-2-(4-((R)-4-cyclopropyl-3-methylpiperazine-1-yl)piperidine-1-yl)-4-methoxyphenyl)acrylamide